NC1=CC(=C(C(=C1)Cl)C(O)C1=CC(=C(C=C1)OCOC)C(C)C)Cl (4-amino-2,6-dichlorophenyl)(3-isopropyl-4-(methoxymethoxy)phenyl)methanol